ClC1=C(OC2CCN(CC2)C2=CC=C(C(=O)NN)C=C2)C=C(C=C1)F 4-(4-(2-chloro-5-fluorophenoxy)piperidin-1-yl)benzohydrazide